C(C)(C)(C)OC(CC1=C(C=C(C(=O)OC)C=C1C(C)C)C(C)C)=O methyl 4-(2-tert-butoxy-2-oxoethyl)-3,5-diisopropylbenzoate